COC(C(=O)C=1N(C=CN1)NC(OC(C)(C)C)=O)C tert-butyl (2-(2-methoxypropanoyl)-1H-imidazol-1-yl)carbamate